(5,6-Dimethoxypyridazin-3-yl)cyclohex-3-ene-1-carbaldehyde COC=1C=C(N=NC1OC)C1(CC=CCC1)C=O